Bicyclo[4.2.0]octa-1(6),2,4-trien C1=2C=CC=CC2CC1